6-(((5-Methoxybenzo[d]oxazol-2-yl)methyl)thio)-1-phenyl-1,5-dihydro-4H-pyrazolo[3,4-d]pyrimidin-4-on COC=1C=CC2=C(N=C(O2)CSC=2NC(C3=C(N2)N(N=C3)C3=CC=CC=C3)=O)C1